3-Vinylmorpholine-4-carboxylate C(=C)C1N(CCOC1)C(=O)[O-]